((3R,5R)-3-Amino-5-fluoropiperidin-1-yl)(2-(6-(4-aminopiperidin-1-yl)-1-(cyclopropylmethyl)-1H-indol-2-yl)-3-methylbenzofuran-6-yl)methanone N[C@H]1CN(C[C@@H](C1)F)C(=O)C1=CC2=C(C(=C(O2)C=2N(C3=CC(=CC=C3C2)N2CCC(CC2)N)CC2CC2)C)C=C1